O=C1C(=CC(=NN1)C=O)C(F)(F)F 6-oxo-5-(trifluoromethyl)-1,6-dihydropyridazine-3-carbaldehyde